strontium hafnium iridium [Ir].[Hf].[Sr]